S1C(=CC=2COC=3C=CC=CC3C21)C(=O)OC2=C(C(=C(C(=C2F)F)F)F)F perfluorophenyl 4H-thieno[3,2-c]chromene-2-carboxylate